N1=CC=C(C=C1)CCSCCOCCOCCSCCC1=CC=NC=C1 1,14-Bis(4-pyridyl)-6,9-dioxa-3,12-dithiatetradecan